F[C@@H]1C[C@@]2(CCCN2C1)COC=1N=CC2=C(N1)SC1=C2C=CN=C1C1=C2C=NNC2=CC2=C1C(=CC=C2)C#C[Si](CC)(CC)CC 2-(((2R,7aS)-2-fluorotetrahydro-1H-pyrrolizin-7a(5H)-yl)methoxy)-8-(5-((triethylsilyl)ethynyl)-1H-benzo[f]indazol-4-yl)pyrido[4',3':4,5]thieno[2,3-d]pyrimidine